dibenzothiophenyl-(diphenyltriazine) C1(=CC=CC=2SC3=C(C21)C=CC=C3)C=3C(=NN=NC3C3=CC=CC=C3)C3=CC=CC=C3